butyl-N-{[(3aR,4R,6R,6aS)-6-{5-bromo-2-chloropyrrolo[2,3-d]pyrimidin-7-yl}-2,2-dimethyl-tetrahydro-3aH-cyclopenta[d][1,3]dioxol-4-yl]methyl}carbamate C(CCC)OC(NC[C@H]1C[C@H]([C@@H]2OC(O[C@@H]21)(C)C)N2C=C(C1=C2N=C(N=C1)Cl)Br)=O